CC=1C=CC=2C(C3=CC=C(C=C3OC2C1)C)NC(=O)C1=CC(=C(NC1=O)C(F)(F)F)C=1CCN(CC1)C N-(3,6-dimethyl-9H-xanthen-9-yl)-1'-methyl-6-oxo-2-(trifluoromethyl)-1,1',2',3',6,6'-hexahydro-[3,4'-bipyridine]-5-carboxamide